(R)-(1-(2-ethoxy-4,5-difluorobenzyl)pyrrolidin-3-yl)methanamine hydrochloride Cl.C(C)OC1=C(CN2C[C@H](CC2)CN)C=C(C(=C1)F)F